(S)-tert-Butyl 7-(difluoromethoxy)-5-oxa-2-azaspiro[3.4]octane-2-carboxylate FC(O[C@@H]1COC2(CN(C2)C(=O)OC(C)(C)C)C1)F